quinolin-8-ylboronic acid N1=CC=CC2=CC=CC(=C12)B(O)O